(3-chloro-4-(trifluoromethyl)phenyl)(4-(5-(2-(piperidin-1-yl)ethylamino)isoxazol-3-yl)piperidin-1-yl)methanone ClC=1C=C(C=CC1C(F)(F)F)C(=O)N1CCC(CC1)C1=NOC(=C1)NCCN1CCCCC1